(7R)-2-[(3R)-3-methylmorpholin-4-yl]-7-(trifluoromethyl)-6,7-dihydro-5H-pyrazolo[1,5-a]pyrazin-4-one C[C@H]1N(CCOC1)C1=NN2C(C(NC[C@@H]2C(F)(F)F)=O)=C1